Cl.N=1C=2N(C(=NC1)N)N=CC2 pyrazolo[1,5-a][1,3,5]triazin-4-amine hydrogen chloride